BrC=1C=NC=CC1C1=C(C=2C(NCCC2N1)=O)NC1=C(C(=CC=C1)Cl)C 2-(3-bromopyridin-4-yl)-3-[(3-chloro-2-methylphenyl)amino]-1H,5H,6H,7H-pyrrolo[3,2-c]pyridin-4-one